The molecule is an abietane diterpenoid with formula C20H26O7, originally isolated from Tripterygium wilfordii. It has a role as a plant metabolite and an anti-inflammatory agent. It is a gamma-lactone, a triol, an epoxide and an abietane diterpenoid. CC(C)[C@@]1([C@@H]([C@H]2[C@@]3(O2)[C@]4(CCC5=C([C@@H]4C[C@H]6[C@]3([C@@H]1O)O6)COC5=O)C)O)O